tert-butyl 3-[[6-[2-(3-methoxyphenoxy) pyrimidin-5-yl]pyrazin-2-yl]amino]azetidine-1-carboxylate COC=1C=C(OC2=NC=C(C=N2)C2=CN=CC(=N2)NC2CN(C2)C(=O)OC(C)(C)C)C=CC1